O=C1NC(CC[C@@H]1N1C(C2=CC=C(C=C2C1=O)N1CC(C1)OC1CCNCC1)=O)=O 2-[(3S)-2,6-dioxo-3-piperidyl]-5-[3-(4-piperidyloxy)azetidin-1-yl]isoindoline-1,3-dione